[Br-].C(CCCCCCCCCCC)[N+](C)(C)C n-Dodecyl-Trimethyl-Ammonium Bromide